C(C)(C)(C)OOC(C)(C)C1=C(C=CC=C1)C(C)(OOC(C)(C)C)C bis(1-(tert-butylperoxy)-1-methylethyl)-benzene